2-Cyanoethyl (6-stearamidohexyl)diisopropylphosphoramidite C(CCCCCCCCCCCCCCCCC)(=O)NCCCCCCC(C)(C)N(P(OCCC#N)[O-])C(C)C